(S)-2-(3-(6-chloro-3-(1H-imidazol-1-yl)-5-methoxy-1-methyl-1H-pyrrolo[3,2-b]-pyridin-2-yl)-1H-1,2,4-triazol-5-yl)propanenitrile ClC=1C=C2C(=NC1OC)C(=C(N2C)C2=NNC(=N2)[C@H](C#N)C)N2C=NC=C2